CC=1C(NN=CC1OCCOCCC(N1CCN(CC1)C1=NC=C(C=N1)C(F)(F)F)=O)=O 4-Methyl-5-[2-(3-oxo-3-[4-[5-(trifluoromethyl)pyrimidin-2-yl]piperazin-1-yl]propoxy)ethoxy]-2,3-dihydropyridazin-3-one